4-hydroxyphenylnaphthylmethyl-dimethyl-sulfonium OC1=CC=C(C=C1)C[S+](C)CC1=CC=CC2=CC=CC=C12